Methyl 2-(chloromethyl)-1-((4-methylpyridin-2-yl)methyl)-1H-benzo[d]imidazole-6-carboxylate ClCC1=NC2=C(N1CC1=NC=CC(=C1)C)C=C(C=C2)C(=O)OC